2,3-dimethyl-7-[(6R)-6-(1-cyclopropylpyrazol-4-yl)-3,6-dihydro-2H-pyran-4-yl]-5-[3-(trifluoromethyl)-1-bicyclo[1.1.1]pentanyl]pyrido[3,4-b]pyrazine CC=1N=C2C(=NC1C)C(=NC(=C2)C=2CCO[C@H](C2)C=2C=NN(C2)C2CC2)C21CC(C2)(C1)C(F)(F)F